tert-Butyl N-[(1S)-1-{2-[1-(2H3)methyl-4-nitro-1H-pyrazol-5-yl]pyridin-4-yl}but-3-en-1-yl]carbamate C(N1N=CC(=C1C1=NC=CC(=C1)[C@H](CC=C)NC(OC(C)(C)C)=O)[N+](=O)[O-])([2H])([2H])[2H]